NC1=C(N=CC(=N1)C1=C(C=C(C#N)C=C1OCOCC[Si](C)(C)C)C)OCC1=CC=CC=C1 4-(6-Amino-5-benzyloxy-pyrazin-2-yl)-3-methyl-5-(2-trimethylsilylethoxymethoxy)-benzonitrile